3-ethoxydipropyloxypropylurea C(C)ONC(NCCC(OCCC)OCCC)=O